(E)-3-(2-o-Tolyl-pyridin-4-ylcarbamoyl)-acrylic acid ethyl ester C(C)OC(\C=C\C(NC1=CC(=NC=C1)C1=C(C=CC=C1)C)=O)=O